2-(4-fluorobenzyl)-1-(3-phenoxyphenyl)-1,2-dihydrochromeno[2,3-c]pyrrole-3,9-dione FC1=CC=C(CN2C(C3=C(C2C2=CC(=CC=C2)OC2=CC=CC=C2)C(C=2C=CC=CC2O3)=O)=O)C=C1